3,5-dihydroxynitrobenzene C1=C(C=C(C=C1O)O)[N+](=O)[O-]